ClC=1C=C(N(C2=CC=NC3=CC=C(C=C23)OC)CCN(C(OC(C)(C)C)=O)C)C=CC1F tert-butyl N-[2-(3-chloro-4-fluoro-N-(6-methoxy-4-quinolyl)anilino)ethyl]-N-methyl-carbamate